The molecule is a sphingoid obtained by formal oxidation of the 3-hydroxy group of hexadecasphinganine. It is a conjugate base of a 3-dehydrohexadecasphinganine(1+). CCCCCCCCCCCCCC(=O)[C@H](CO)N